C1(C=CCCC1)NC(COC1=CC=C2C=CC(=CC2=C1)C(CC(=O)O)C1=CC2=C(OCCO2)C=C1C)=O 3-(7-(2-(cyclohex-2-en-1-ylamino)-2-oxoethoxy)naphthalen-2-yl)-3-(7-methyl-2,3-dihydrobenzo[b][1,4]dioxin-6-yl)propanoic acid